FC=1C=C(CNC(=O)[C@]2(C(N(CC2)C2=CC=C(C=C2)P(=O)(C)C)=O)O)C=C(C1)F (R)-N-(3,5-difluorobenzyl)-1-(4-(dimethylphosphoryl)phenyl)-3-hydroxy-2-oxopyrrolidine-3-carboxamide